3-cyclopropyl-4-{[3-(N,2-dimethylpropanamido)phenyl]amino}-N-[(2E)-imidazolidin-2-ylidene]benzamide C1(CC1)C=1C=C(C(=O)N=C2NCCN2)C=CC1NC1=CC(=CC=C1)N(C(C(C)C)=O)C